4,4'-(Ethyne-1,2-diyl)diphthalic anhydride C1=CC2=C(C=C1C#CC3=CC4=C(C=C3)C(=O)OC4=O)C(=O)OC2=O